4-((7-((tert-butyldiphenylsilyl)oxy)heptyl)amino)-6-chloropyrimidine-5-carbaldehyde [Si](C1=CC=CC=C1)(C1=CC=CC=C1)(C(C)(C)C)OCCCCCCCNC1=NC=NC(=C1C=O)Cl